CC1=NOC(=C1)CCNC(CCC(=O)O)=O 4-((2-(3-methylisoxazol-5-yl)ethyl)amino)-4-oxo-butyric acid